C(C)(C)(C)OC(=O)C1=NC(=CC=C1C=1C=NN(C1C1CC1)CC1CCCCC1)N1CC2=C(C=CC=C2CC1)C(NC=1SC2=C(N1)C=CC=C2)=O 6-[8-(1,3-benzothiazol-2-ylcarbamoyl)-3,4-dihydroisoquinolin-2(1H)-yl]-3-[1-(cyclohexylmethyl)-5-cyclopropyl-1H-pyrazol-4-yl]pyridine-2-carboxylic acid tert-butyl ester